C(C)(C)(C)OC(=O)N1CC(CC(C1)=O)(C(=O)O)C 3-methyl-5-oxopiperidine-1,3-dicarboxylic acid tert-butyl ester